1-(dimethylcarbamoyl)piperidin CN(C(=O)N1CCCCC1)C